5-(2-chloro-5-(isobutyrylaminomethyl)benzoylamino)-N-(3-fluoro-5-(trifluoromethyl)phenyl)-1-propyl-1H-indole-2-carboxamide ClC1=C(C(=O)NC=2C=C3C=C(N(C3=CC2)CCC)C(=O)NC2=CC(=CC(=C2)C(F)(F)F)F)C=C(C=C1)CNC(C(C)C)=O